1-(5-bromopyrimidin-2-yl)-N3,N3-dimethylpropane-1,3-diamine BrC=1C=NC(=NC1)C(CCN(C)C)N